FC1=CC=C(CN)C=C1 (4-fluorobenzyl)amine